5-(2,4,5-trifluorobenzyl)-N-(4-(5-((4-hydroxy-4-methylpentyl)oxy)-2-methylphenyl)pyridin-2-yl)-4H-1,2,4-triazole-3-carboxamide FC1=C(CC=2NC(=NN2)C(=O)NC2=NC=CC(=C2)C2=C(C=CC(=C2)OCCCC(C)(C)O)C)C=C(C(=C1)F)F